NC1=C(C=C(C=C1)C1=NC=C(C2=C1C(=NO2)N)C=2C=NNC2)OC 4-(4-amino-3-methoxyphenyl)-7-(1H-pyrazol-4-yl)isoxazolo[4,5-c]pyridin-3-amine